C(CCCCCCC)C#CC#CCCCCCCCC 1,4-bis(octyl)but-1,3-diyne